O1COC2=C1C=CC(=C2)C2C(/C(/CC(O2)=O)=C/C2=CC=CC=C2)(C)C (E)-6-(benzo[d][1,3]dioxol-5-yl)-4-benzylidene-5,5-dimethyltetrahydro-2H-pyran-2-one